NC=1N=C2N(C=C(C=C2)C=2C=C3C(=NC2)NC=C3)C1C(=O)C1CNC1 (2-amino-6-(1H-pyrrolo[2,3-b]pyridin-5-yl)imidazo[1,2-a]pyridin-3-yl)(azetidin-3-yl)methanone